C[C@]1(CC2=CC(=CC(=C2C1)C)C)CO |r| (+-)-2,4,6-trimethyl-2-indanmethanol